pyridinealdoxime iodomethane salt IC.N1=C(C=CC=C1)C=NO